N-[4-amino-1-(2-trimethylsilylethoxymethyl)pyrazolo[4,3-c]pyridin-7-yl]-N'-(o-tolylmethyl)-N'-(2-pyridylmethyl)oxamide Copper [Cu].NC1=NC=C(C2=C1C=NN2COCC[Si](C)(C)C)NC(=O)C(=O)N(CC2=NC=CC=C2)CC2=C(C=CC=C2)C